(1s,3s)-3-aminocyclobutane NC1CCC1